(3-bromo-5-fluorophenoxy)(tert-butyl)di(methyl)silane BrC=1C=C(O[Si](C)(C)C(C)(C)C)C=C(C1)F